3-morpholinobenzenesulfonohydrazide O1CCN(CC1)C=1C=C(C=CC1)S(=O)(=O)NN